ClC=1C(=CC=2C3=C(COC2C1)C=CS3)C=O 7-chloro-4H-thieno[3,2-c]chromene-8-carbaldehyde